N-(3-acetamidophenyl)-4-(5-phenyl-4,5-dihydroisoxazol-3-yl)benzamide C(C)(=O)NC=1C=C(C=CC1)NC(C1=CC=C(C=C1)C1=NOC(C1)C1=CC=CC=C1)=O